NCCNCC1=C(SC(=C1)Cl)Cl (2-aminoethyl)[(2,5-dichlorothiophen-3-yl)methyl]amine